2-((4-(2-(4-chloro-2-fluorophenyl)-2-methylbenzo[d][1,3]dioxol-4-yl)piperidin-1-yl)methyl)-1-((4-methyloxazol-5-yl)methyl)-1H-imidazole-5-carbaldehyde ClC1=CC(=C(C=C1)C1(OC2=C(O1)C=CC=C2C2CCN(CC2)CC=2N(C(=CN2)C=O)CC2=C(N=CO2)C)C)F